2-methoxyethyl 2-(4-tert-butylphenyl)-2-cyano-3-oxo-3-[2-(trifluoromethyl) phenyl]propanoate C(C)(C)(C)C1=CC=C(C=C1)C(C(=O)OCCOC)(C(C1=C(C=CC=C1)C(F)(F)F)=O)C#N